4-(9-Cyclobutyl-3H-pyrazolo[4,3-f]quinolin-7-yl)-N-((tetrahydro-2H-pyran-2-yl)oxy)benzamide C1(CCC1)C1=CC(=NC2=CC=C3C(=C12)C=NN3)C3=CC=C(C(=O)NOC1OCCCC1)C=C3